ClC=1C=C(C=NC1)C1=NC(=C2N=CN(C2=N1)[C@H]1[C@@H]([C@@H]([C@H](O1)C(=O)NC([2H])([2H])[2H])O)O)NCC=1C=NC=CC1 (2S,3S,4R,5R)-5-(2-(5-chloropyridin-3-yl)-6-(pyridin-3-ylmethylamino)-9H-purin-9-yl)-3,4-dihydroxyl-N-(methyl-d3)-tetrahydrofuran-2-carboxamide